ClC1=NC(=NC(=C1)CC)C 4-chloro-6-ethyl-2-methylpyrimidine